C(C)OC(=O)[C@@H]1[N@@]([C@@H]1C1COC1)C(C1=CC=CC=C1)C1=CC=CC=C1 |&1:6| racemic-cis-1-benzhydryl-3-(oxetan-3-yl)azacycloPropane-2-carboxylic acid ethyl ester